C1=CC=C(C=C1)CCC2=C(C=C(C=C2)O)O 4-(1-phenethyl)resorcinol